Cl.CC=1C(=CC(=C(C1)N1CCNCC1)C=1C=NN(C1)C)[N+](=O)[O-] 1-(5-methyl-2-(1-methyl-1H-pyrazol-4-yl)-4-nitrophenyl)piperazine hydrochloride